FC(CCOP(=O)(OCCC(C(F)(F)F)(C(F)(F)F)F)OCCC(C(F)(F)F)(C(F)(F)F)F)(C(F)(F)F)C(F)(F)F Tris(3,4,4,4-tetrafluoro-3-(trifluoromethyl)butyl)phosphate